C(CC)C(=C(C1CCCCC1)C1CCCCC1)CCC Propyl-dicyclohexyl-pentene